3,5-bis(trifluoromethyl)benzene-1-ol FC(C=1C=C(C=C(C1)C(F)(F)F)O)(F)F